C1(=C(C=CC=C1)N1N=CC(=C1C(F)(F)F)NC(OC(C)(C)C)=O)C tert-butyl (1-(o-tolyl)-5-(trifluoromethyl)-1H-pyrazol-4-yl)carbamate